[N+](=O)([O-])C1=CC(=CC=2CCOC21)S(=O)(=O)Cl 7-nitro-2,3-dihydrobenzofuran-5-sulfonyl chloride